2-[3-ethylsulfonyl-5-trifluoromethyl-2-pyridyl]-3-methyl-6-trifluoromethyl-imidazo[4,5-b]Pyridine C(C)S(=O)(=O)C=1C(=NC=C(C1)C(F)(F)F)C1=NC=2C(=NC=C(C2)C(F)(F)F)N1C